S1C2=C(C=C1C(C#N)(C=O)C(O)CC1=CC(=CC=C1)C)C=CC=C2 (benzo[b]thiophen-2-yl)-2-((3-methylbenzyl)(hydroxy)methyl)-3-oxopropanenitrile